6-(((11S,2S,4S)-2-(Diethylamino)-4-(3-(trifluoromethyl)phenyl)cyclohexyl)oxy)-2-methyl-N-(pyrimidin-4-yl)pyridine-3-sulfonamide C(C)N([C@@H]1C(CC[C@@H](C1)C1=CC(=CC=C1)C(F)(F)F)OC1=CC=C(C(=N1)C)S(=O)(=O)NC1=NC=NC=C1)CC